C(#N)C=1C=C(C=CC1)C=1N=C(SC1C1=CC(=NC(=C1)C)C)NC(=O)N1CC2COCCN2CC1 N-[4-(3-Cyanophenyl)-5-(2,6-dimethyl-4-pyridyl)thiazol-2-yl]-3,4,6,7,9,9a-hexahydro-1H-pyrazino[2,1-c][1,4]oxazin-8-carboxamid